N-(2-(5-chloro-1H-indol-3-yl)ethyl)-4-(3-(4-methylpiperazin-1-yl)propoxy)benzenesulfonamide ClC=1C=C2C(=CNC2=CC1)CCNS(=O)(=O)C1=CC=C(C=C1)OCCCN1CCN(CC1)C